C(C)(C)(C)OC(=O)N1[C@@H]([C@@H](CC1)O)C(=O)N1CCCC2=C(C=CC=C12)Cl (2S,3R)-2-(5-chloro-1,2,3,4-tetrahydroquinoline-1-carbonyl)-3-hydroxypyrrolidine-1-carboxylic acid tert-butyl ester